phosphosulfan P(=O)(=O)S